FC1=C(C=CC=C1)C1=NC=CC(=C1)NC1=NC=NC2=CC(=C(C=C12)NC(C=C)=O)O[C@H]1CN(CC1)C1CCOCC1 (R)-N-(4-((2-(2-fluorophenyl)pyridin-4-yl)amino)-7-((1-(tetrahydro-2H-pyran-4-yl)pyrrolidin-3-yl)oxy)quinazolin-6-yl)acrylamide